4-chloro-3-(2,4-dioxotetrahydropyrimidin-1(2H)yl)benzoic acid ClC1=C(C=C(C(=O)O)C=C1)N1C(NC(CC1)=O)=O